CC12C(CCC2C1)CC(=O)OCC methyl-2-(2-ethoxy-2-oxoethyl)bicyclo[3.1.0]hexane